benzylidenedicamphorsulfonic acid C(C1=CC=CC=C1)(C1C(C2(CCC1C2(C)C)CS(=O)(=O)O)=O)C2C(C1(CCC2C1(C)C)CS(=O)(=O)O)=O